ClC1=NC=CC(=C1Cl)C1=NC=CC(=C1Cl)C1=NC(=C(C=C1)C=O)OC 2'',3',3''-trichloro-6-methoxy-[2,4':2',4''-terpyridine]-5-carbaldehyde